NC1=C(C=2C=C(C=3N(C2N1C1=C(C(=CC=C1C)O)C)N=CN3)C(=O)N)C(=O)N 7-amino-8-(3-hydroxy-2,6-dimethylphenyl)-8H-pyrrolo[3,2-e][1,2,4]triazolo[1,5-a]pyridine-4,6-dicarboxamide